4-((4-(benzyloxy)butyl)(methyl)amino)-4-methylpent-2-ynethioic acid S-methyl ester CSC(C#CC(C)(C)N(C)CCCCOCC1=CC=CC=C1)=O